C(C)(C)C1N2C(C3=CC(=C(C=C3C1)OCCCOC)C=1N=C(SC1)C)=CC(C(=C2)C(=O)OCC)=O Ethyl 6-isopropyl-9-(3-methoxypropoxy)-10-(2-methylthiazol-4-yl)-2-oxo-6,7-dihydro-2H-pyrido[2,1-a]isoquinoline-3-carboxylate